Cl.NC(C(=O)NC1=C(C(=C(C#N)C=C1)C(F)(F)F)F)(C)C 4-(2-aminoisobutyrylamino)-3-fluoro-2-(trifluoromethyl)benzonitrile hydrochloride